N-(4-((4-amino-2-butyl-1H-imidazo[4,5-c]quinolin-1-yl)methyl)phenyl)pentanamide NC1=NC=2C=CC=CC2C2=C1N=C(N2CC2=CC=C(C=C2)NC(CCCC)=O)CCCC